N(=[N+]=[N-])C1=CC=C(C=C2C(C(CC(C2)C)=CC2=CC=C(C=C2)N=[N+]=[N-])=O)C=C1 2,6-bis-(4'-azidobenzylidene)-4-methylcyclohexanone